COC1=C(C(=CC=C1)OC)S(=O)(=O)NC1=NOC2=C1CC1(C3=CC(=C(C=C32)OC)NC)CC1 2,6-dimethoxy-N-(8'-methoxy-7'-(methylamino)-4'H-spiro[cyclopropane-1,5'-naphtho[2,1-d]isoxazol]-3'-yl)benzenesulfonamide